9,10-dihydro-9,10-dihydroxyphenanthreneethanol OC1C2=CC=CC=C2C=2C=CC=C(C2C1O)CCO